pentafluorophenol FC1=C(C(=C(C(=C1O)F)F)F)F